N1N=CC(=C1)NC(=O)C=1N=C(SC1)C=1C=NN(C1)COCC[Si](C)(C)C N-(1H-pyrazol-4-yl)-2-(1-((2-(trimethylsilyl)ethoxy)methyl)-1H-pyrazol-4-yl)thiazole-4-carboxamide